S1C(=NC2=C1C=CC=C2)NC(=O)C=2C=CC=C1CCN(CC21)C2=CC=C(C(=N2)C(=O)OC(C)(C)C)C=2C(=C(OCCCCCC(=O)O)C=CC2)C 6-[3-[6-[8-(1,3-benzothiazol-2-ylcarbamoyl)-3,4-dihydro-1H-isoquinolin-2-yl]-2-tert-butoxycarbonyl-3-pyridyl]-2-methyl-phenoxy]hexanoic acid